trimethyl-stannanol C[Sn](O)(C)C